4,4-bis(hept-3-yn-1-yloxy)butanoic acid 6-bromohexyl ester BrCCCCCCOC(CCC(OCCC#CCCC)OCCC#CCCC)=O